5-iodo-4-(methylthio)-2-phenylthieno[2,3-d]pyrimidine-6-carboxylic acid IC1=C(SC=2N=C(N=C(C21)SC)C2=CC=CC=C2)C(=O)O